(R)-3-(5-methyl-1H-indazol-4-yl)-1,2,3,4,8,8a,9,10,11,12-decahydropyrazino[1',2':4,5][1,4]oxazino[2,3-c][1,7]naphthyridine CC=1C(=C2C=NNC2=CC1)N1CCC=2C3=C(C=NC2C1)OC[C@@H]1N3CCNC1